(R)-1-[(S)-t-butylsulfinyl]-2-(4-methoxybenzyl)-4-methylenepyrrolidine C(C)(C)(C)[S@](=O)N1[C@@H](CC(C1)=C)CC1=CC=C(C=C1)OC